6-chloro-2-(3-methoxy-5-methyl-pyrazol-1-yl)pyridine-3-carboxylic acid methyl ester COC(=O)C=1C(=NC(=CC1)Cl)N1N=C(C=C1C)OC